ethyl 1-isobutyl-1H-imidazole-4-carboxylate C(C(C)C)N1C=NC(=C1)C(=O)OCC